O1N=CC2=C1C=CC(=C2)NC(=O)C2CCC(CC2)N2C(C1=CC=CC(=C1C2)C)=O (1s,4s)-N-(benzo[d]isoxazol-5-yl)-4-(4-methyl-1-oxoisoindolin-2-yl)cyclohexanecarboxamide